2-[[4-(4-benzyloxypyrimidin-2-yl)phenyl]methyl]-3-[[(2S)-oxetan-2-yl]methyl]imidazo[4,5-b]pyridine-5-carboxylic acid C(C1=CC=CC=C1)OC1=NC(=NC=C1)C1=CC=C(C=C1)CC1=NC=2C(=NC(=CC2)C(=O)O)N1C[C@H]1OCC1